C(C)[NH+](CCC1=CNC2=CC=CC(=C12)OOCCN1CCCC1)C (R)-ethyl(methyl)[2-(4-{[2-(pyrrolidin-1-yl)ethyl]peroxy}-1H-indol-3-yl)ethyl]-azanium